C1=CC=CC=2C=CC=3C(=C4C=CC=CC4=NC3C21)C=CC2=C1C=CC=CC1=NC=1C3=C(C=CC21)C=CC=C3 1,2-bis(7-benzo[c]acridinyl)ethylene